OCCOCCOCCOCCOC1=CC=C(C=C1)C1CCN(CC1)S(=O)(=O)C1=CC=C2C(NC=NC2=C1)=O 7-((4-(4-(2-(2-(2-(2-hydroxyethoxy)ethoxy)ethoxy)ethoxy)phenyl)piperidin-1-yl)sulfonyl)-4-oxoquinazolin